(R)-2-Cyclopropyl-4-(2-cyclopropyl-benzyl)-6-(2'-methoxy-4'-methyl-3,4,5,6-tetrahydro-2H-[1,3']bipyridinyl-4-yl)-7-methyl-2,4,6,7-tetrahydro-pyrazolo[4,3-d]pyrimidin-5-on C1(CC1)N1N=C2C(N(C(N([C@@H]2C)C2CCN(CC2)C=2C(=NC=CC2C)OC)=O)CC2=C(C=CC=C2)C2CC2)=C1